CC=CC(=O)OC(C)O[Si](OCC)(C)CCC 3-Methylacryloxy-propylmethyldiethoxysilane